C(C)(C)(C)N1CCN(CC1)C=1N=NC(=CC1)NC(=O)C=1C(=NC=2N(C1)C=C(N2)C)OCC tert-butyl-4-(6-(7-ethoxy-2-methylimidazo[1,2-a]pyrimidine-6-carboxamido)pyridazin-3-yl)piperazine